pyrido[4,3-d]pyrrolo[1,2-a]pyrimidin C1=NC=CC2=NC=3N(C=C21)C=CC3